3-(4-(sec-butoxy)-2-methylphenyl)propan-1-ol C(C)(CC)OC1=CC(=C(C=C1)CCCO)C